FC1=CC(=C(C=C1)N1N=CC(=C1)C(F)(F)F)B1OC(C(O1)(C)C)(C)C 1-(4-fluoro-2-(4,4,5,5-tetramethyl-1,3,2-dioxaborolan-2-yl)phenyl)-4-(trifluoromethyl)-1H-pyrazole